2-(4-bromo-1-(tetrahydro-2H-pyran-2-yl)-1,5,6,7-tetrahydrocyclopenta[f]indazol-5-yl)ethan-1-ol BrC1=C2C=NN(C2=CC2=C1C(CC2)CCO)C2OCCCC2